C(C)C1(C2=C(C=3C(=NC(=CC3)C(F)(F)F)O1)N=C(S2)NC(=O)C=2C(=NC=NC2OC)OC)CC N-(4,4-diethyl-7-(trifluoromethyl)-4H-thiazolo[4',5':4,5]pyrano[2,3-b]pyridin-2-yl)-4,6-dimethoxypyrimidine-5-carboxamide